3-methyl-3-pentene-2-ol CC(C(C)O)=CC